C([C@@H](C(=O)NCC(=O)O)N)S The molecule is a dipeptide consisting of glycine having an L-cysteinyl attached to its alpha-amino group. It is an intermediate metabolite in glutathione metabolism. It has a role as a human metabolite, a Saccharomyces cerevisiae metabolite and an Escherichia coli metabolite. It is a tautomer of a L-cysteinylglycine zwitterion.